2-(4-methoxyphenyl)-5-(1-(pyridin-3-ylmethyl)piperidin-3-yl)-2,4-dihydro-3H-1,2,4-triazol-3-one COC1=CC=C(C=C1)N1N=C(NC1=O)C1CN(CCC1)CC=1C=NC=CC1